(difluoromethyl)-6-(4,5-dimethyl-6-oxopyrimidin-1(6H)-yl)-5'-methoxy-N-(thiazolo[4,5-b]pyridin-2-yl)-[4,4'-bipyridine]-3-carboxamide FC(F)C1=NC(=CC(=C1C(=O)NC=1SC=2C(=NC=CC2)N1)C1=CC=NC=C1OC)N1C=NC(=C(C1=O)C)C